2-((S)-4,4-difluoro-3-(6-oxo-1,6-dihydropyridin-3-yl)piperidin-1-yl)-N-(5-(thiazol-2-ylmethyl)pyridin-2-yl)propionamide FC1([C@H](CN(CC1)C(C(=O)NC1=NC=C(C=C1)CC=1SC=CN1)C)C1=CNC(C=C1)=O)F